BrN1CNCC=2C=3C(C=C(C12)Cl)=C(OC3)N3C[C@@H]([C@@H](C3)N(C)C)O (3S,4R)-1-(4-Bromo-5-chloro-1,3-dihydrofuro[3,4-f]quinazolin-7-yl)-4-(dimethylamino)pyrrolidin-3-ol